6-[3-(2-hydroxyphenyl)cinnolin-7-yl]-2,6-diazaspiro[3.3]heptan OC1=C(C=CC=C1)C=1N=NC2=CC(=CC=C2C1)N1CC2(CNC2)C1